ClC=1C=C(COC=2C=C3N(C(N2)=O)CC2N3CCCC2)C=CC1C(F)(F)F 3-((3-Chloro-4-(trifluoromethyl)benzyl)oxy)-6,7,8,9,9a,10-hexahydro-1H-pyrido[1',2':3,4]imidazo[1,2-c]pyrimidin-1-one